bis(2,5-dichlorobenzoyl) peroxide ClC1=C(C(=O)OOC(C2=C(C=CC(=C2)Cl)Cl)=O)C=C(C=C1)Cl